2-(3-ethynylphenoxy)acetonitrile C(#C)C=1C=C(OCC#N)C=CC1